5-(1-(3-((R)-3-(4-amino-3-(4-phenoxyphenyl)-1H-pyrazolo[3,4-d]pyrimidin-1-yl)-[1,4'-bipiperidin]-1'-yl)propyl)piperidin-4-yl)-2-(2,6-dioxopiperidin-3-yl)isoindoline-1,3-dione NC1=C2C(=NC=N1)N(N=C2C2=CC=C(C=C2)OC2=CC=CC=C2)[C@H]2CN(CCC2)C2CCN(CC2)CCCN2CCC(CC2)C=2C=C1C(N(C(C1=CC2)=O)C2C(NC(CC2)=O)=O)=O